C(C)(C)(C)OC(=O)N1[C@H](CC[C@@H](C1)NC(COC1=CC(=C(C=C1)Cl)F)=O)C(NC1=C(C=CC(=C1)C(F)(F)F)F)=O (2r,5s)-5-[2-(4-chloro-3-fluorophenoxy)acetamido]-2-{[2-fluoro-5-(trifluoromethyl)phenyl]carbamoyl}piperidine-1-carboxylic acid tert-butyl ester